rel-(3R,4R)-3-fluorotetrahydro-2H-pyran-4-amine F[C@H]1COCC[C@H]1N |o1:1,6|